ClC=1C=C2C(=CC1)NC(C21CCN(CC1)C(C([2H])([2H])OC1=CC2=C(N(C=N2)C2CC(C2)(C)O)C(=C1)C(F)(F)F)([2H])[2H])=O 5-chloro-1'-[2-({1-[(cis)-3-hydroxy-3-methylcyclobutyl]-7-(trifluoromethyl)-1H-1,3-benzodiazol-5-yl}oxy)(1,1,2,2-2H4)ethyl]-1,2-dihydrospiro[indole-3,4'-piperidin]-2-one